NC1=NN2C(N=CC=C2)=C1C(=O)NC(C)C=1C=C(C=2N(C1N1CCS(CCC1)(=O)=O)N=CC2)Cl 2-Amino-N-{1-[4-chloro-7-(1,1-dioxido-1,4-thiazepan-4-yl)pyrazolo[1,5-a]pyridin-6-yl]ethyl}pyrazolo[1,5-a]pyrimidine-3-carboxamide